O1C(=CC2=C1C=CC=C2)C(=O)N[C@H](C(=O)NC=2C(N(C=CC2)CC(=O)NC2C1CC3CC(CC2C3)C1)=O)CCC(C(=O)NCC)=O (S)-2-(benzofuran-2-carboxamido)-N6-ethyl-N1-(1-(2-(2-adamantylamino)-2-oxoethyl)-2-oxo-1,2-dihydropyridin-3-yl)-5-oxohexanediamide